FC(C1(CCC1)OC(=O)N1C=NC=C1)(F)F [1-(trifluoromethyl) cyclobutyl]imidazole-1-carboxylate